C(C(=C)C)(=O)ONC=1C=C(C2=C(CCO2)C1C#N)C1=CC=C(C=C1)C(C)C ((4-cyano-7-(4-isopropylphenyl)-2,3-dihydrobenzofuran-5-yl) amino) methacrylate